[OH-].C12(CC3CC(CC(C1)C3)C2)[NH3+] 1-adamantylammonium hydroxide